C1(=CC(=CC=C1)N1C(CC=2C=NC=CC21)C(=O)N)C (m-tolyl)-2,3-dihydro-1H-pyrrolo[3,2-c]pyridine-2-carboxamide